ClC1=C(C(=C(C(=N1)N(CC(=O)N)C)C#N)CC)C#N 2-((6-chloro-3,5-dicyano-4-ethylpyridin-2-yl)(methyl)amino)acetamide